tert-butyl (R)-(14-(3-(1-(2-cyano-4-(trifluoromethyl)phenyl)-4-(6-(2-ethoxyphenyl)-5-fluoropyridin-3-yl)piperidine-4-carboxamido)pyrrolidin-1-yl)-3,6,9,12-tetraoxatetradecyl)carbamate C(#N)C1=C(C=CC(=C1)C(F)(F)F)N1CCC(CC1)(C(=O)N[C@H]1CN(CC1)CCOCCOCCOCCOCCNC(OC(C)(C)C)=O)C=1C=NC(=C(C1)F)C1=C(C=CC=C1)OCC